(6S,7S)-7-cyclopropyl-6-methyl-2-[(3R)-3-methylmorpholin-4-yl]-6,7-dihydro-5H-pyrazolo[1,5-a]pyrazin-4-one C1(CC1)[C@H]1[C@@H](NC(C=2N1N=C(C2)N2[C@@H](COCC2)C)=O)C